C(C(=O)[O-])(=O)OCC 2-Ethyl oxalate